O[C@H]1C[C@@H]2COC3=C(C(N2C1)=O)C(=CC(=C3)C)CC(C)C (2S,11aR)-2-Hydroxy-6-isobutyl-8-methyl-2,3,11,11a-tetrahydro-1H,5H-benzo[f]pyrrolo[2,1-c][1,4]oxazepin-5-one